C(C)(C)(C)NC(=O)C1=C(C=CC=C1)NC(OC)=O methyl (2-(tert-butylcarbamoyl)phenyl)carbamate